OC[C@H]1[C@@H](C1)CCCC(C(=O)OC(C)(C)C)C tert-butyl 5-((1R,2R)-2-(hydroxymethyl) cyclopropyl)-2-methylpentanoate